3-(6-oxo-6,8-dihydrospiro[furo[3,4-e]isoindol-3,4'-piperidine]-7(1H)-yl)piperidine-2,6-dione O=C1N(CC2=C3C(=CC=C12)C1(CCNCC1)OC3)C3C(NC(CC3)=O)=O